NC1=CC=C(C=C1)NC(=O)NCC1=CC=NC=C1 1-(4-aminophenyl)-3-(pyridin-4-ylmethyl)urea